3-(4,4-difluorotetrahydrofuran-3-yl)-1-methyl-1-[2,2,2-trifluoro-1-(4-pyridyl)ethyl]urea FC1(C(COC1)NC(N(C(C(F)(F)F)C1=CC=NC=C1)C)=O)F